5-(2,3-difluorophenyl)-3-((4-(dimethylamino)cyclohexyl)amino)-2,3,4,9-tetrahydro-1H-carbazole-8-carboxamide FC1=C(C=CC=C1F)C1=C2C=3CC(CCC3NC2=C(C=C1)C(=O)N)NC1CCC(CC1)N(C)C